ClC(OC1=CC=C(C=C1)NC(=O)C1=CN(C(C(=C1)C1=CC=CC=C1)=O)C)(F)F N-[4-[Chloro(difluoro)methoxy]phenyl]-1-methyl-6-oxo-5-phenyl-pyridine-3-carboxamide